Cl.OCC1=CC=CC(=N1)CCN 2-(6-hydroxymethylpyridine-2-yl)ethan-1-amine hydrochloride